4-[4-(trifluoromethyl)phenyl]cyclohexanone FC(C1=CC=C(C=C1)C1CCC(CC1)=O)(F)F